COC1=CC=CC2=C1N=C1N2CCN(C1)CCCOC1=CC=C2C=CC(NC2=C1)=O 7-(3-(9-methoxy-3,4-dihydrobenzo[4,5]imidazo[1,2-a]pyrazin-2(1H)-yl)propoxy)quinolin-2(1H)-one